2-(2,5-dioxopyrrolidin-1-yl)-1,1,3,3-tetramethyluronium hexafluorophosphate F[P-](F)(F)(F)(F)F.O=C1N(C(CC1)=O)OC(=[N+](C)C)N(C)C